6-bromo-4-{4-[(5-bromo-2-hydroxyphenyl)methyl]piperazin-1-yl}-1-methyl-2-oxo-1,2-dihydro-1,5-naphthyridine-3-carbonitrile BrC=1N=C2C(=C(C(N(C2=CC1)C)=O)C#N)N1CCN(CC1)CC1=C(C=CC(=C1)Br)O